C(C)OC1=C(C=CC=C1)[N-]CC[N-]C1=CC=C(C=C1)CC N-(2-ethoxyphenyl)-N'-(4-ethylphenyl)-ethylenediamide